O1S(OCC1)=O 1,3,2-Dioxathiolan-2-oxid